C(#N)C=1C=C(C(N2[C@H]([C@H](CCC12)NS(=O)(=O)C)COC1CCC(CC1)CC)=O)C |r| rac-N-[(3S,4R)-9-cyano-4-({[(1s,4S)-4-ethylcyclohexyl]oxy}methyl)-7-methyl-6-oxo-1,3,4,6-tetrahydro-2H-quinolizin-3-yl]methanesulfonamide